C(OCC)(OC1=C(C=CC(=C1)C=1C(=NC=NC1)C1=CC(=C(C(=C1)OC)OC)OC)OC)=O ethyl (2-methoxy-5-(4-(3,4,5-trimethoxyphenyl) pyrimidin-5-yl) phenyl) carbonate